C(#N)N=S1CCN(CC1)C(=O)OCC1=CC=CC=C1 benzyl 1-(cyanoimino)-1λ4-thiomorpholine-4-carboxylate